FC1=CC=C2C(=CN(C2=C1)C)C1CCN(CC1)CC=1C=C2CN(C(C2=CC1)=O)C1C(NC(CC1)=O)=O 3-(5-((4-(6-fluoro-1-methyl-1H-indol-3-yl)piperidin-1-yl)methyl)-1-oxoisoindolin-2-yl)piperidine-2,6-dione